5,6-diethyl-N-hydroxy-3-(pyridin-2-ylsulfanyl)pyridazine-4-carboxamidine C(C)C=1C(=C(N=NC1CC)SC1=NC=CC=C1)C(=N)NO